C(#N)C1=CC=C(C=C1)CCN[C@@H]([C@H]1C(NC2=C(O1)C(=CN=C2)C#N)=O)C2=CC=CC=C2 (2S)-2-[(R)-[2-(4-cyanophenyl)ethylamino]-phenyl-methyl]-3-oxo-4H-pyrido[4,3-b][1,4]oxazine-8-carbonitrile